5-(3-(((S)-1-(1H-tetrazol-1-yl)propan-2-yl)oxy)-4-chlorophenyl)-N-(1-((1r,4r)-4-morpholinocyclohexyl)-3-(2-(thiazol-2-yl)ethoxy)-1H-pyrazol-4-yl)pyrimidin-2-amine N1(N=NN=C1)C[C@H](C)OC=1C=C(C=CC1Cl)C=1C=NC(=NC1)NC=1C(=NN(C1)C1CCC(CC1)N1CCOCC1)OCCC=1SC=CN1